3-((4,4-bis(octyloxy)butanoyl)oxy)-2-(hydroxymethyl)propyl 2-butyloctanoate C(CCC)C(C(=O)OCC(COC(CCC(OCCCCCCCC)OCCCCCCCC)=O)CO)CCCCCC